N-(2-((6-(2,6-dichloro-3,5-dimethoxyphenyl)-8-(((tetrahydrofuran-2-yl)methyl)amino)pyrido[3,4-d]pyrimidin-2-yl)amino)-3-methylphenyl)acrylamide ClC1=C(C(=C(C=C1OC)OC)Cl)C1=CC2=C(N=C(N=C2)NC2=C(C=CC=C2C)NC(C=C)=O)C(=N1)NCC1OCCC1